E-linalool C=CC(O)(C)CCC=C(C)C